C(OCC)(OCOC1=CC(=CC(=C1C1C(CCC(=C1)C)C(=C)C)OCOC(OCC)=O)CCC)=O diethyl (((5'-methyl-2'-(prop-1-en-2-yl)-4-propyl-1',2',3',4'-tetrahydro-[1,1'-biphenyl]-2,6-diyl)bis(oxy))bis(methylene)) bis(carbonate)